C(C)C1(OC2=CC=C(C=C2C(C1)=O)C1=NC(=NO1)C1=CC(=NC=C1)S(=O)(=O)N)CC 4-(5-(2,2-diethyl-4-oxochroman-6-yl)-1,2,4-oxadiazol-3-yl)pyridine-2-sulfonamide